N1(C=NC=C1)C=1C=CC(=C(C1)O)C=1SC(=NN1)N(C)[C@H]1C[C@@]2(C[C@H]([C@](C1)(N2)C)OC)C 5-(1H-imidazol-1-yl)-2-(5-(((1R,3S,5S,6R)-6-methoxy-1,5-dimethyl-8-azabicyclo[3.2.1]octan-3-yl)(methyl)amino)-1,3,4-thiadiazol-2-yl)phenol